2-chloro-3-isopropylimidazo[2,1-f][1,2,4]triazin-4(3H)-one ClC1=NN2C(C(N1C(C)C)=O)=NC=C2